6-bromo-3-(4-methoxybenzyl)-8-methylquinazolin-4(3H)-one BrC=1C=C2C(N(C=NC2=C(C1)C)CC1=CC=C(C=C1)OC)=O